(S)-2-((3'-ethoxy-4'-(7-oxo-6,7-dihydro-3H-[1,2,3]triazolo[4,5-d]pyrimidin-5-yl)-[1,1'-biphenyl]-3-yl)oxy)butyric acid C(C)OC=1C=C(C=CC1C=1NC(C2=C(N1)NN=N2)=O)C2=CC(=CC=C2)O[C@H](C(=O)O)CC